COC(=CC1=CC=C(C(=C1)OC)OC)C 2,4,5-trimethoxypropenylbenzene